N-(5-(3,4-difluorobenzyl)thiazol-2-yl)-1-methyl-6-oxo-1,4,5,6-tetrahydropyridazine-3-carboxamide FC=1C=C(CC2=CN=C(S2)NC(=O)C2=NN(C(CC2)=O)C)C=CC1F